3-(3-(4-(2,3-dichlorophenyl)piperazin-1-yl)-3-oxopropyl)-8-fluoro-3,5-dihydro-4H-pyrimido[5,4-b]indol-4-one formate C(=O)O.ClC1=C(C=CC=C1Cl)N1CCN(CC1)C(CCN1C=NC2=C(NC=3C=CC(=CC23)F)C1=O)=O